COC(=O)CCS Methyl mercaptopropionate